3-{4-[4-(4-acetylphenyl)piperazine-1-sulfonyl]phenyl}-1-(pyridin-3-ylmethyl)urea C(C)(=O)C1=CC=C(C=C1)N1CCN(CC1)S(=O)(=O)C1=CC=C(C=C1)NC(NCC=1C=NC=CC1)=O